ClC=1C=C(NC=2C3=C(N=CN2)C=C(C(=N3)O[C@@H]3CN(CC3)C(=O)OC(C)(C)C)F)C=CC1OC(F)F tert-Butyl (3S)-3-[4-[3-chloro-4-(difluoromethoxy)anilino]-7-fluoro-pyrido[3,2-d]pyrimidin-6-yl]oxypyrrolidine-1-carboxylate